C(CCCCCCCCCCCCCCC)(=O)OCC(COC(CCCCCCCCCCCCCCC)=O)(COCC(COC(CCCCCCCCCCCCCCC)=O)(COC(CCCCCCCCCCCCCCC)=O)CO)CO dipentaerythritol tetrapalmitate